[Si](C)(C)(C(C)(C)C)OC1CN(C1)C=1C=CC(=NC1)[N+](=O)[O-] 5-(3-((tert-butyldimethylsilyl)oxy)azetidin-1-yl)-2-nitropyridine